BrC1=CC(=C(OCC(=O)NC(C)C)C=C1)F 2-(4-bromo-2-fluoro-phenoxy)-N-isopropyl-acetamide